P(=O)(OC(C)(C)C1=CC=CC=C1)(OC1=CC=CC=C1)OC1=CC=CC=C1 cumyl diphenyl phosphate